8-chloro-1-(2,6-dichlorophenyl)-5-((2,2-dimethyl-1,3-dioxolan-4-yl)methoxy)-2-(hydroxymethyl)-1,6-naphthyridin-4(1H)-one ClC=1C=NC(=C2C(C=C(N(C12)C1=C(C=CC=C1Cl)Cl)CO)=O)OCC1OC(OC1)(C)C